1-(2-bromo-3-chlorophenyl)-2,5-dimethyl-6-oxo-1,6-dihydropyrimidin-4-yl 4-methylbenzene-1-sulfonate CC1=CC=C(C=C1)S(=O)(=O)OC=1N=C(N(C(C1C)=O)C1=C(C(=CC=C1)Cl)Br)C